1-[1,1'-biphenyl]-4-yl-3-hydroxy-2-propanone C1(=CC=C(C=C1)CC(CO)=O)C1=CC=CC=C1